C(C)(C)C1=C2C(=NC=C1C(=O)O)N(N=C2C)C2=C(C(=CC(=C2)F)F)F 4-isopropyl-3-methyl-1-(2,3,5-trifluorophenyl)pyrazolo[3,4-b]Pyridine-5-carboxylic acid